tert-butyl N-[6-acetyl-4-(7-chloro-1H-indazol-4-yl)-2-oxo-1H-quinolin-3-yl]carbamate C(C)(=O)C=1C=C2C(=C(C(NC2=CC1)=O)NC(OC(C)(C)C)=O)C1=C2C=NNC2=C(C=C1)Cl